Cl.S1C(=CC=C1)[C@@]12[C@@H](OCCN1)CCCC2 (4aR,8aS)-4a-(2-thiophenyl)octahydro-2H-benzo[b][1,4]oxazine hydrochloride